C(C)(=O)N1CC(C1)C(=O)N(C1=CC=CC=C1)CC=1N=C2N(C=CC(=C2)C=2OC(=NN2)C(F)F)C1 1-acetyl-N-((7-(5-(difluoromethyl)-1,3,4-oxadiazol-2-yl)imidazo[1,2-a]pyridine-2-yl)methyl)-N-phenylazetidine-3-carboxamide